C[C@@H]1NCCOC1 (S)-3-methylmorpholin